OC1=C(C=C(C=C1)CCOC(C(=C)C)=O)N1N=C2C(=N1)C=CC(=C2)[N+](=O)[O-] 2-[2-hydroxy-5-(methacryloyloxyethyl)phenyl]-5-nitro-2H-benzotriazole